3-[3-[4-(azetidin-3-yl)-3-fluoro-phenyl]-5-phenyl-imidazo[4,5-b]pyridin-2-yl]pyridin-2-amine N1CC(C1)C1=C(C=C(C=C1)N1C(=NC=2C1=NC(=CC2)C2=CC=CC=C2)C=2C(=NC=CC2)N)F